N-(1-(2-hydroxyethyl)-5-oxopyrrolidin-3-yl)-2-methyl-5-((4-methylthiazol-5-yl)methoxy)benzofuran-3-carboxamide OCCN1CC(CC1=O)NC(=O)C1=C(OC2=C1C=C(C=C2)OCC2=C(N=CS2)C)C